(4-(7H-pyrrolo[2,3-d]pyrimidin-4-yl)-3,4-dihydro-2H-1,4-thiazin-6-yl)(1,8-diazaspiro[5.5]undecan-8-yl)methanone hydrochloride Cl.N1=CN=C(C2=C1NC=C2)N2CCSC(=C2)C(=O)N2CC1(CCCCN1)CCC2